C1(=CC(=CC=C1)C1=NN(C=C1)CC=1C=NC=CC1)C1=CC=CC=C1 3-((3-([1,1'-biphenyl]-3-yl)-1H-pyrazol-1-yl)methyl)pyridine